BrC1=CC(=C(C=C1)C1(COC1)N[S@](=O)C(C)(C)C)OC |r| (±)-N-[3-(4-bromo-2-methoxy-phenyl)oxetan-3-yl]-2-methyl-propane-2-sulfinamide